F[C@@H]1CN(CC[C@@H]1OC)C1=NC=CC(=N1)NC=1N=CC2=C(C=CC(=C2C1)C(C)C)N1[C@@H](CC1)CNC(OC(C)(C)C)=O tert-butyl (((S)-1-(3-((2-((3R,4S)-3-fluoro-4-methoxypiperidin-1-yl)pyrimidin-4-yl)amino)-5-isopropylisoquinolin-8-yl)azetidin-2-yl)methyl)carbamate